{6-amino-5-[(1R)-1-(3-fluoropyridin-2-yl)ethoxy]pyridin-3-yl}boronic acid NC1=C(C=C(C=N1)B(O)O)O[C@H](C)C1=NC=CC=C1F